(Z)-1-(4-amino-2-fluoro-but-2-en-1-yl)-4-(3-(piperidin-1-ylsulfonyl)phenyl)-1H-benzo[d][1,2,3]triazole-6-carboxylic acid methyl ester hydrochloride Cl.COC(=O)C=1C=C(C2=C(N(N=N2)C/C(=C/CN)/F)C1)C1=CC(=CC=C1)S(=O)(=O)N1CCCCC1